N-(4-(diethylcarbamoyl)phenyl)-4-methyl-2-oxo-1,2-dihydroquinoline-3-carboxamide C(C)N(C(=O)C1=CC=C(C=C1)NC(=O)C=1C(NC2=CC=CC=C2C1C)=O)CC